2-chloro-N-[(5-fluoro-1,3-thiazol-2-yl)methyl]-7-methylthieno[3,2-d]pyrimidin-4-amine ClC=1N=C(C2=C(N1)C(=CS2)C)NCC=2SC(=CN2)F